Cl.Cl.N[C@H](C(=O)N1C=C(C2=CC=CC=C12)CCN(C)C)CC1=CC=CC=C1 (S)-2-amino-1-(3-(2-(dimeth-ylamino)ethyl)-1H-indol-1-yl)-3-phenylpropan-1-one bis-hydrochloride